F[C@H]1[C@H](C1)C(=O)NC1=NC=NC(=C1)C1=NC=CC=C1NC=1C=NC(=CC1C)C(CC)=O (1R,2R)-2-fluoro-N-(6-(3-((4-methyl-6-propionylpyridin-3-yl)amino)pyridin-2-yl)pyrimidin-4-yl)cyclopropane-1-carboxamide